1,1,1,3,3,3-Hexafluoropropan-2-yl (S)-1-((pyridazin-3-ylmethyl)carbamoyl)-6-azaspiro[2.5]octan-6-carboxylat N1=NC(=CC=C1)CNC(=O)[C@H]1CC12CCN(CC2)C(=O)OC(C(F)(F)F)C(F)(F)F